(2-((3,4-dichlorophenoxy)methoxy)ethyl)trimethylsilane ClC=1C=C(OCOCC[Si](C)(C)C)C=CC1Cl